BrC=1C=C2C3=C(C(OC2=C2C1C=CC=C2)=O)[C@H]([C@H](O3)C)C (1R,2R)-5-bromo-1,2-dimethyl-1,2-dihydro-11H-benzo[h]furo[3,2-c]chromen-11-one